3',5'-dichloro-5-(hydroxymethyl)-[1,1'-biphenyl]-3-ol ClC=1C=C(C=C(C1)Cl)C1=CC(=CC(=C1)CO)O